5-chloro-3-iodo-1H-pyrrolo[2,3-b]pyridine ClC=1C=C2C(=NC1)NC=C2I